L-lysine sodium salt [Na+].N[C@@H](CCCCN)C(=O)[O-]